3-(4-amino-7-methyl-5-{4-[(6-methylpyridin-2-yl)oxy]phenyl}-7H-pyrrolo[2,3-d]pyrimidin-6-yl)pyrrolidin-3-amine NC=1C2=C(N=CN1)N(C(=C2C2=CC=C(C=C2)OC2=NC(=CC=C2)C)C2(CNCC2)N)C